FC=1C(=C(C=CC1)NC1=C(NC2=C1C(NCC2)=O)C2=C(C=NC=C2)C#CC2(CC2)NC(C=C)=O)OC N-{1-[2-(4-{3-[(3-fluoro-2-methoxyphenyl)amino]-4-oxo-1H,5H,6H,7H-pyrrolo[3,2-c]pyridin-2-yl}pyridin-3-yl)ethynyl]cyclopropyl}prop-2-enamide